OC(CCCCCCCC)(O)O Trihydroxypropyl-(2S,3R,4R,5R)-Hexane